4-oxo-6,9,12-trioxa-3-aza-tetradecane O=C(NCC)COCCOCCOCC